C(C)(C)C1=CC=C(C=C1)CC(C)C1OCC2N1C(OC2)C(CC2=CC=C(C=C2)C(C)C)C 3,5-bis(1-(4-isopropylphenyl)prop-2-yl)dihydro-1H,3H,5H-oxazolo[3,4-c]oxazole